isopropyl 4-[tert-butyl(diphenyl)silyl]oxy-3-[[tert-butyl(diphenyl)silyl]oxymethyl]but-2-enoate [Si](C1=CC=CC=C1)(C1=CC=CC=C1)(C(C)(C)C)OCC(=CC(=O)OC(C)C)CO[Si](C1=CC=CC=C1)(C1=CC=CC=C1)C(C)(C)C